BrC1=C(C=C(N=N1)C=NO)C 6-bromo-5-methylpyridazine-3-formaldoxime